6-amino-4-((2S,6R)-2,6-dimethylmorpholino)nicotinonitrile NC1=NC=C(C#N)C(=C1)N1C[C@@H](O[C@@H](C1)C)C